N-[4-(piperidine-1-sulfonyl)phenyl]-1H-pyrrolo[3,2-c]pyridine-2-carboxamide N1(CCCCC1)S(=O)(=O)C1=CC=C(C=C1)NC(=O)C1=CC=2C=NC=CC2N1